(3-chlorophenyl){(4E)-4-{3-[3-(hydroxymethyl)phenyl]prop-2-yn-1-ylidene}-3,3-dimethylpiperidin-1-yl}methanone ClC=1C=C(C=CC1)C(=O)N1CC(/C(/CC1)=C/C#CC1=CC(=CC=C1)CO)(C)C